4-amino-1-Cyclopropylpiperidine NC1CCN(CC1)C1CC1